acrylic acid-hydroxypropyl ester OCCCOC(C=C)=O